CN1C2(CCC2)CN([C@H](C1)C)C(=O)N1C(C=2NN=C(C2C1)NC(=O)C1=NC=CC=C1)(C)C N-(5-{[(7S)-5,7-dimethyl-5,8-diazaspiro[3.5]non-8-yl]carbonyl}-6,6-dimethyl-1,4,5,6-tetrahydropyrrolo[3,4-c]pyrazol-3-yl)pyridine-2-carboxamide